(E)-N-(3-(N-((1,2,3,5,6,7-hexahydro-s-indacen-4-yl)carbamoyl)sulfamoyl)allyl)cyclohexanesulfonamide C1CCC2=C(C=3CCCC3C=C12)NC(=O)NS(=O)(=O)/C=C/CNS(=O)(=O)C1CCCCC1